2-(trimethylsilyl)ethyl (3R,4R)-4-azido-6,6-dimethyl-tetrahydro-2H-pyran-3-ylcarbamate N(=[N+]=[N-])[C@H]1[C@H](COC(C1)(C)C)NC(OCC[Si](C)(C)C)=O